4-(2-trimethylsilyl-ethoxymethyl)-1,2,4-triazol-3-amine C[Si](CCOCN1C(=NN=C1)N)(C)C